C12NCC(CC1O)CC2 2-azabicyclo[2.2.2]octan-6-ol